N(=[N+]=[N-])[C@@H]1[C@H](OCC2=CC=CC=C2)O[C@H]([C@H]([C@H]1OCC1=CC2=CC=CC=C2C=C1)OC(CCC(=O)C)=O)CO benzyl 2-azido-3-O-2-naphthylmethyl-4-O-levulinyl-2-deoxy-alpha-L-galactopyranoside